(1r,2r)-1-(5-chloro-2-pyrimidinyl)-N-(4-(2,6-dimethoxyphenyl)-5-(3-pyridinyl)-4H-1,2,4-triazol-3-yl)-1-ethoxy-2-propanesulfonamide ClC=1C=NC(=NC1)[C@H]([C@@H](C)S(=O)(=O)NC1=NN=C(N1C1=C(C=CC=C1OC)OC)C=1C=NC=CC1)OCC